C1(CC1)C1=C(C(=NO1)C1=C(C=NC=C1Cl)Cl)COC12CCC(CC1)(CC2)C2=NC1=C(C=CC=C1C=C2)N2CCOCC2 2-(4-((5-Cyclopropyl-3-(3,5-dichloropyridin-4-yl)isoxazol-4-yl)methoxy)bicyclo[2.2.2]octan-1-yl)-8-morpholinochinolin